tert-Butyl 3-[[(2,4-dichlorobenzoyl)amino]carbamoyl]azetidine-1-carboxylate ClC1=C(C(=O)NNC(=O)C2CN(C2)C(=O)OC(C)(C)C)C=CC(=C1)Cl